NN1C=CC(C=C1)=C1C=CN(C=C1)CCCS 1-amino-1'-(3-sulfydryl-propyl)-4,4'-bipyridine